C(C)(=O)OCCC=1C2C(C(CC1)C2)(C)C 2-(6,6-dimethylbicyclo[3.1.1]hept-2-en-2-yl)ethyl acetate